C1N(CC12CNC2)C=2C=CC(=NC2)C2=NC(=NC1=C(C=CC=C21)Br)N (5-(2,6-diazaspiro[3.3]hept-2-yl)pyridin-2-yl)-8-bromoquinazolin-2-amine